C([C@H]([C@H]([C@@H]([C@H](C(=O)O)OP(=O)(O)O)O)O)O)O phosphogluconic acid